Ethyl 4-[1-(2,2-dimethylpropanoyl)-5-(2-fluorophenyl)-6-isopropyl-pyrrolo[2,3-f]indazol-7-yl]benzoate CC(C(=O)N1N=CC2=CC3=C(C=C12)C(=C(N3C3=C(C=CC=C3)F)C(C)C)C3=CC=C(C(=O)OCC)C=C3)(C)C